[Pd](Cl)Cl.C1(=CC=CC=C1)P(C1=CC=CC=C1)C1=CC=CC=C1.C1(=CC=CC=C1)P(C1=CC=CC=C1)C1=CC=CC=C1 bis-triphenylphosphine palladium(II) chloride